{(1R,5S,6r)-6-[5-(difluoromethyl)-5-methyl-4,5-dihydro-1,2-oxazol-3-yl]-3-azabicyclo[3.1.0]hex-3-yl}(1-iso-propyl-1H-imidazol-4-yl)methanone FC(C1(CC(=NO1)C1[C@H]2CN(C[C@@H]12)C(=O)C=1N=CN(C1)C(C)C)C)F